CC=1C=C(C=CC1)NC(NC=1C=C(CNC2=C(C(=O)N)C=CC=C2)C=CC1)=O 2-(3-(3-(3-methylphenyl)ureido)benzylamino)benzamide